C(C)(C)NC(=O)C1=CN(C2=NC=C(N=C21)N(C2CCN(CC2)C(=O)OC(C)(C)C)C)COCC[Si](C)(C)C tert-butyl 4-((7-(isopropylcarbamoyl)-5-((2-(trimethylsilyl)eth-oxy)methyl)-5H-pyrrolo[2,3-b]pyrazin-2-yl)(methyl)amino)piperidine-1-carboxylate